C(C)N1C(C(=CC2=CN=C(C=C12)C=1C=NN(C1)C)C1=C(C(=CC(=C1)OC)OC)F)=O 1-ethyl-3-(2-fluoro-3,5-dimethoxyphenyl)-7-(1-methyl-1H-pyrazol-4-yl)-1,6-naphthyridin-2(1H)-one